tert-butyl 4-[2-bromo-4-[(2,6-dioxo-3-piperidyl)amino]phenyl]piperidine-1-carboxylate BrC1=C(C=CC(=C1)NC1C(NC(CC1)=O)=O)C1CCN(CC1)C(=O)OC(C)(C)C